C(C1=CC=CC=C1)NC(N(C1=CC=C(C=C1)C=1C=NN(C1)CC1=NC=CC=C1)[C@@H]1CC[C@H](CC1)NC1=NC=C(C=C1)C#N)=O 3-benzyl-1-(trans-4-((5-cyanopyridin-2-yl)amino)cyclohexyl)-1-(4-(1-(pyridin-2-ylmethyl)-1H-pyrazol-4-yl)phenyl)urea